C(C)(C)(CC)C1=CC(=CC=2N=C(OC21)C2=CC=CC=C2)C(C)(C)C2=CC=CC=C2 7-(tert-amyl)-2-phenyl-5-(2-phenylpropane-2-yl)benzoxazole